4-methyl-7-(2-((7-methyl-1,2,3,4-tetrahydroisoquinolin-6-yl)amino)-5-(trifluoromethyl)pyrimidin-4-yl)-3,4-dihydrothieno[2,3-f][1,4]thiazepin-5(2H)-one 1,1-dioxide CN1CCS(C2=C(C1=O)SC(=C2)C2=NC(=NC=C2C(F)(F)F)NC=2C=C1CCNCC1=CC2C)(=O)=O